N1(C=NC=C1)C(N1C=NC=C1)C(=O)C(N1C=NC=C1)N1C=NC=C1 bis(1H-imidazol-1-yl)methyl Ketone